NC=1N=C(SC1C(C1=CC=C(C=C1)OCC(=O)NOC)=O)N(C1=CC=C(C=C1)F)C(C(=O)N)C (N-[4-amino-5-[4-[2-(methoxyamino)-2-oxo-ethoxy]benzoyl]thiazol-2-yl]-4-fluoro-anilino)propanamide